(3-(1,3-dioxan-2-yl)-4-(pyrrolidin-3-yl)phenyl)methanol O1C(OCCC1)C=1C=C(C=CC1C1CNCC1)CO